ClC=1C(=C(C=CC1F)C(NS(=O)C(C)(C)C)C=1C=NC(=CC1)OCC(F)(F)F)F N-((3-chloro-2,4-difluorophenyl)(6-(2,2,2-trifluoro-ethoxy)pyridin-3-yl)methyl)-2-methylpropane-2-sulfinamide